methyl (2S,5S)-1-acetyl-5-(p-nitrobenzenesulfonyloxy)-piperidine-2-carboxylate C(C)(=O)N1[C@@H](CC[C@@H](C1)OS(=O)(=O)C1=CC=C(C=C1)[N+](=O)[O-])C(=O)OC